N[C@H]1C2N(CC1CC2)C(=O)C=2C=CC=1N(C2)N=C(C1C)C=1N(C2=CC(=CC=C2C1)C(C)=O)CC1CC1 1-(2-(6-((7R)-7-Amino-2-azabicyclo[2.2.1]heptane-2-carbonyl)-3-methylpyrazolo[1,5-a]pyridin-2-yl)-1-(cyclopropylmethyl)-1H-indol-6-yl)ethan-1-one